N=1NN=NC1NC[C@H](CC=1N=C(NC1)CC)NC([C@H](CC1=CC=C(C=C1)O)NC(=O)C12CC3CC(CC(C1)C3)C2)=O (3S,5S,7S)-N-((S)-1-(((S)-1-((2H-tetrazol-5-yl)amino)-3-(2-ethyl-1H-imidazol-4-yl)propan-2-yl)amino)-3-(4-hydroxyphenyl)-1-oxopropan-2-yl)adamantane-1-carboxamide